Methyl 5-amino-2-[1-(1-cyclopropylethyl)-1H-pyrazol-4-yl]benzoate NC=1C=CC(=C(C(=O)OC)C1)C=1C=NN(C1)C(C)C1CC1